spiro[fluorene-9,9'-thioxanthene] C1=CC=CC=2SC3=CC=CC=C3C3(C12)C1=CC=CC=C1C=1C=CC=CC13